(S)-5-((R,E)-2-hydroxy-5-(4-methoxyphenyl)pent-4-enoyl)-N-((S)-3-oxo-1-((S)-2-oxopyrrolidin-3-yl)-4-(trifluoromethoxy)butan-2-yl)-5-azaspiro[2.4]heptane-6-carboxamide O[C@@H](C(=O)N1CC2(CC2)C[C@H]1C(=O)N[C@@H](C[C@H]1C(NCC1)=O)C(COC(F)(F)F)=O)C\C=C\C1=CC=C(C=C1)OC